4-((8-(4-(2-(4-((2-(1-ethoxyvinyl)pyrimidin-5-yl)methoxy)phenyl)propane-2-yl)phenoxy)octyl)oxy)butylamine C(C)OC(=C)C1=NC=C(C=N1)COC1=CC=C(C=C1)C(C)(C)C1=CC=C(OCCCCCCCCOCCCCN)C=C1